C(C1=CC=CC=C1)N1C[C@@H](CC1)N(S(=O)(=O)C=1C=NC(=CC1)N1CCOCC1)C (R)-N-(1-Benzylpyrrolidin-3-yl)-N-methyl-6-morpholinopyridine-3-sulfonamide